4-(2-hydroxyethoxy)phenyl (2-hydroxy-2-propyl) keton OC(C)(C)C(=O)C1=CC=C(C=C1)OCCO